octylnonyl 8-[3-[2-[2-[2-(2-hydroxy ethoxy)ethoxy]ethoxy]ethoxy]-2-[8-(1-octylnonoxy)-8-oxo-octoxy]propoxy]octanoate OCCOCCOCCOCCOCC(COCCCCCCCC(=O)OC(CCCCCCCC)CCCCCCCC)OCCCCCCCC(=O)OC(CCCCCCCC)CCCCCCCC